C(C1=CC=CC=C1)(C1=CC=CC=C1)=NC=1C(=C2C(=NC1C#N)N(C=C2Br)CC)C2=C(C(=CC=C2)OCC2=CC=CC=C2)C 5-(benzhydrylideneamino)-4-(3-benzyloxy-2-methyl-phenyl)-3-bromo-1-ethyl-pyrrolo[2,3-b]pyridine-6-carbonitrile